(S)-1-[2-(6-Chlorobenzo[d]isoxazol-3-yl)phenyl]-2-(3-fluoro-6-isopropylsulfonylpyridin-2-yl)ethan-1-amine hydrochloride Cl.ClC1=CC2=C(C(=NO2)C2=C(C=CC=C2)[C@H](CC2=NC(=CC=C2F)S(=O)(=O)C(C)C)N)C=C1